C(CC1=CC=CC=C1)C1(CCN(CC1)CC1=CC=C(C=C1)NS(=O)(=O)C)C1=NC=CC=C1 N-(4-((4-phenethyl-4-(pyridin-2-yl)piperidin-1-yl)methyl)phenyl)methane-sulfonamide